FCC12OCC(CC1)(C2)C(C)=O [1-(fluoromethyl)-2-oxabicyclo[2.2.1]Hept-4-yl]Ethanone